N[C@@H](CC1=CC=CC=C1)C(=O)N[C@H](CC1=CN(C2=CC=CC=C12)C)C(=O)OCC ethyl Nα-(L-phenylalanyl)-1-methyl-D-tryptophanate